6-(4-chlorobenzyl)-N-ethyl-9-isopropyl-7,10-dioxo-2,6,9-triazaspiro[4.5]-decane-2-carboxamide ClC1=CC=C(CN2C3(CCN(C3)C(=O)NCC)C(N(CC2=O)C(C)C)=O)C=C1